C1(CC1)C=1C(=NSC1)OCC1CC(C1)C1=NNC(=C1)NC(CC1=CC(=NO1)C)=O N-(3-((1s,3s)-3-(((4-cyclopropylisothiazol-3-yl)oxy)methyl)cyclobutyl)-1H-pyrazol-5-yl)-2-(3-methylisoxazol-5-yl)acetamide